tert-butyl 6-[4-(4,4,5,5-tetramethyl-1,3,2-dioxaborolan-2-yl)pyrazol-1-yl]-2-azaspiro[3.3]heptane-2-carboxylate CC1(OB(OC1(C)C)C=1C=NN(C1)C1CC2(CN(C2)C(=O)OC(C)(C)C)C1)C